COC([C@H](CC)N)=O (S)-2-aminobutyric acid methyl ester